C(C)C1=C(CN2C(C3=C(C=4C=CC=NC24)CCN(C3)C(=O)OC(C)(C)C)=O)C=CC=C1 tert-butyl 6-(2-ethylbenzyl)-5-oxo-1,4,5,6-tetrahydropyrido[3,4-c][1,8]naphthyridine-3(2H)-carboxylate